P(=O)([O-])([O-])[O-].[Ag+].[Ag+].[Ag+] silver(I) phosphate